S1C(=NC2=C1C=CC=C2)C2=CC(=C(C=C2)O)CNNC2=NC=CC=C2 (E)-4-(benzo[d]thiazol-2-yl)-2-((2-(pyridin-2-yl)hydrazino)methyl)phenol